C1(CCCCC(=O)OC(CCO1)C)=O 1,3-butylene adipate